dibenzo[b,d]furan-1-yl-boronic acid C1(=CC=CC=2OC3=C(C21)C=CC=C3)B(O)O